6-(butoxyacetyl)amino-3-(1-(4-bromophenyl)eth-2-yl)amino-1,2,3,4-tetrahydro-9H-carbazole C(CCC)OCC(=O)NC=1C=C2C=3CC(CCC3NC2=CC1)NCCC1=CC=C(C=C1)Br